N5-(1-iminoethyl)-L-ornithine hydrochloride Cl.N=C(C)NCCC[C@H](N)C(=O)O